C(C=C)OP(OCC#C)(=O)CC ethylphosphonic acid (2-propynyl) (2-propenyl) ester